C(#N)C(=C1CC(C2=CC=CC=C12)=C(C#N)C#N)C#N 1,3-bis(dicyanomethylidene)indan